N1(CCOCC1)CC1=CC=C(C=C1)NC=1N=CC2=C(N1)CNCC2 N-{4-[(morpholin-4-yl)methyl]phenyl}-5H,6H,7H,8H-pyrido[3,4-d]pyrimidin-2-amine